C(C)(C)OCCN1CCC2(CC1)CCN(CC2)S(=O)(=O)C=2C=NC(=CC2)C(F)(F)F 3-(2-Isopropoxyethyl)-9-((6-(trifluoromethyl)pyridin-3-yl)sulfonyl)-3,9-diazaspiro[5.5]undecane